(Z)-3-((3,3-dibutyl-7-(methylsulfanyl)-5-(4-nitrophenyl)-1,1-dioxido-2,3,4,5-tetrahydro-1,5-benzothiazepin-8-yl)oxy)-2-fluoroacrylic acid C(CCC)C1(CS(C2=C(N(C1)C1=CC=C(C=C1)[N+](=O)[O-])C=C(C(=C2)O\C=C(\C(=O)O)/F)SC)(=O)=O)CCCC